2-amino-2-(1-(2-methoxyphenyl)cyclopropyl)acetic acid ethyl ester C(C)OC(C(C1(CC1)C1=C(C=CC=C1)OC)N)=O